BrC1=CC(=C(C=C1)SCC(CCCC)CC)F 4-Bromo-1-[(2-ethylhexyl)thio]-2-fluoro-benzene